C(N)(=O)C1=CC(=CC=2C=C(OC21)CNC(=O)C=2C=NN1C2N=CC=C1)C N-((7-Carbamoyl-5-methylbenzofuran-2-yl)methyl)pyrazolo[1,5-a]pyrimidine-3-carboxamide